C(C#C)OC1OCCCC1 (prop-2-yn-1-yloxy)tetrahydro-2H-pyran